ClC=1C=C(C=CC1)C=1N=CN(C(C1)=O)[C@H]1CCC[C@H](C(NC=2C=NN(C2C=2C=CN=C1C2)C)=O)C (9R,13S)-13-[4-(3-chlorophenyl)-6-oxo-1,6-dihydropyrimidin-1-yl]-3,9-dimethyl-3,4,7,15-tetraazatricyclo[12.3.1.02,6]octadeca-1(18),2(6),4,14,16-pentaen-8-one